(E)-3-(6-(tert-butyl)-2-(cyclopropylmethoxy)pyridin-3-yl)-N-(2-oxo-2,3-dihydro-1H-benzo[d]imidazol-4-yl)acrylamide C(C)(C)(C)C1=CC=C(C(=N1)OCC1CC1)/C=C/C(=O)NC1=CC=CC=2NC(NC21)=O